N-trimethoxysilylpropyl-N,N,N-trimethylammonium CO[Si](OC)(OC)CCC[N+](C)(C)C